(S)-1-(3,4-difluorophenyl)-6-(5-(3,5-dimethylisoxazol-4-yl)-1-((1r,4S)-4-methoxycyclohexyl)-1H-benzo[d]imidazol-2-yl)piperidin-2-on FC=1C=C(C=CC1F)N1C(CCC[C@H]1C1=NC2=C(N1C1CCC(CC1)OC)C=CC(=C2)C=2C(=NOC2C)C)=O